C[N+](C)(C)CC(=O)[O-] oxyneurine